IC1=NN(C2=CC(=CC=C12)[C@@H]1C[C@@]12C(N(C1=CC=CC=C21)C)=O)C(=O)OC(C)(C)C tert-butyl 3-iodo-6-((1R,2S)-1'-methyl-2'-oxospiro[cyclopropane-1,3'-indolin]-2-yl)-1H-indazole-1-carboxylate